1-Methyl-3-sulfamoyl-1H-pyrazole-5-carboxylic acid, Sodium Salt [Na+].CN1N=C(C=C1C(=O)[O-])S(N)(=O)=O